N1(N=NC=C1)C[C@H]1N2C(N([C@H](C=C1C)C2)OS(=O)(=O)[O-])=O.C(CCC)[N+](CCCC)(CCCC)CCCC tetrabutylammonium (2S,5R)-2-((1H-1,2,3-triazol-1-yl)methyl)-3-methyl-7-oxo-1,6-diazabicyclo[3.2.1]oct-3-en-6-ylsulfate